2-(Azetidin-1-yl)-N-(6-(1-methyl-1H-imidazol-5-yl)isoquinolin-3-yl)Isonicotinamide N1(CCC1)C=1C=C(C(=O)NC=2N=CC3=CC=C(C=C3C2)C2=CN=CN2C)C=CN1